C(C)N1CC=2C=NC=CC2C1=O ethyl-2,3-dihydro-1H-pyrrolo[3,4-c]pyridin-1-one